2-[(2E)-2-(aminomethyl)-3-fluoroprop-2-en-1-yl]-7-[6-(dimethylamino)pyridin-3-yl][1,2,4]triazolo[4,3-a]pyridin-3(2H)-one hydrochloride Cl.NC/C(/CN1N=C2N(C=CC(=C2)C=2C=NC(=CC2)N(C)C)C1=O)=C\F